C(C)(C)[N+](C)(CC)C(C)C diisopropylethylmethylammonium